[Si](C)(C)(C(C)(C)C)OC1=C2CN(C(C2=CC(=C1CCO)OC)=O)CCC1=CC=CC=C1 4-((tert-butyldimethylsilyl)oxy)-5-(2-hydroxyethyl)-6-methoxy-2-phenethylisoindolin-1-one